C[N+](CCCCCCCC[N+](C)(C)C)(C)C octamethylenebis(trimethylammonium)